C(C=C)(=O)N1CCN(CC1)C1=NC(N(C2=CC(=C(C=C12)Cl)C1=C(C=CC=C1OC)F)C1=C(C=CC=C1)C(C)C)=O 4-(4-propenoylpiperazin-1-yl)-6-chloro-7-(2-fluoro-6-methoxyphenyl)-1-(2-isopropylphenyl)quinazolin-2(1H)-one